C1O[C@H]2[C@@H](O[C@@]1([C@H]2O)CO)N2C=NC=1C(=O)NC(N)=NC21 (2'-O,4'-C-methylene)-guanosine